C(C)OC(=O)C=1C(=NNC1)Br.FC(OC1(CCC1)C(=O)NN)(F)F 3-cis-(trifluoromethoxy)cyclobutanecarbohydrazide Ethyl-3-bromo-1H-pyrazole-4-carboxylate